CP(=O)(C)C=1C(C(=C2C(N3C(NN2C1)COCC3)=O)O)=O 9-(dimethylphosphoryl)-7-hydroxy-3,4,12,12a-tetrahydro-1H-[1,4]oxazino[3,4-c]pyrido[2,1-f][1,2,4]triazine-6,8-dione